N,1-dimethyl-N-(2-((R)-pyrrolidin-2-yl)phenyl)pyrrolidin-3-amine CN(C1CN(CC1)C)C1=C(C=CC=C1)[C@@H]1NCCC1